ClC1=C(C=CC(=C1)Cl)C(C(=O)OC)(CC(OCC)OCC)C1=CC=CC=C1 Methyl 2-(2,4-dichlorophenyl)-4,4-diethoxy-2-phenylbutanoate